C(C)C=1C(=NC=C(C1)C=1C(=CC=C2C=C(C=NC12)C1=CC=CC=C1)F)N Ethyl-5-(7-fluoro-3-phenylquinolin-8-yl)pyridin-2-amine